FC(C(=O)O)(F)F.NC=1C(=NC(=CN1)C=1C=NN(C1)C)C=1C=C(C(N(N1)C1=CC(=CC(=C1)OC)OC)=O)CC 6-(3-amino-6-(1-methyl-1H-pyrazol-4-yl)pyrazin-2-yl)-2-(3,5-dimethoxyphenyl)-4-ethylpyridazin-3(2H)-one 2,2,2-trifluoroacetate salt